FC=1C=C(C(=C(C1)C1=CC(=NC=C1)N1CCN(CC1)C(=O)OC(C)(C)C)OC)B1OC(C(O1)(C)C)(C)C tert-butyl 4-(4-(5-fluoro-2-methoxy-3-(4,4,5,5-tetramethyl-1,3,2-dioxaborolan-2-yl)phenyl)pyridin-2-yl)piperazine-1-carboxylate